(E)-N-(2,4-dimethoxyphenyl)-N'-hydroxybenzimidamide COC1=C(C=CC(=C1)OC)N\C(\C1=CC=CC=C1)=N\O